4,6-difluoro-N-(4-(piperidin-4-yl)phenyl)isoindoline-2-carboxamide hydrochloride Cl.FC1=C2CN(CC2=CC(=C1)F)C(=O)NC1=CC=C(C=C1)C1CCNCC1